tert-butyl 12-[[1-(2,6-dioxo-3-piperidinyl)-2-oxo-benzo[cd]indol-6-yl] methylamino]-12-oxo-dodecanoate O=C1NC(CCC1N1C(C2=C3C(C(=CC=C13)CNC(CCCCCCCCCCC(=O)OC(C)(C)C)=O)=CC=C2)=O)=O